ClC1=NC(=NC(=C1)C1CC1)NC(=O)NC1=CC(=C(C=C1)Cl)Cl 1-(4-chloro-6-cyclopropylpyrimidin-2-yl)-3-(3,4-dichlorophenyl)urea